di(2,6-di-t-amyl-4-methylphenyl)pentaerythritol diphosphite OP(O)OP(O)O.C(C)(C)(CC)C1=C(C(=CC(=C1)C)C(C)(C)CC)C(O)(C(CO)(CO)CO)C1=C(C=C(C=C1C(C)(C)CC)C)C(C)(C)CC